sulfanyl-thiazole SC=1SC=CN1